CN1N=CC=C1C(=O)N[C@H](C(NC1=NC=C(C=C1)C=1C(=NN(C1C)C)C)=O)C1CCC(CC1)C 1-methyl-N-((S)-1-((1r,4S)-4-methylcyclohexyl)-2-oxo-2-((5-(1,3,5-trimethyl-1H-pyrazol-4-yl)pyridin-2-yl)amino)ethyl)-1H-pyrazole-5-carboxamide